8-bromo-3-cyclopropyl-6-methylquinazoline-2,4(1H,3H)-dione BrC=1C=C(C=C2C(N(C(NC12)=O)C1CC1)=O)C